(5-iodo-6-(3-methoxypropyl)pyrazin-2-yl)piperidine-4-carboxylic acid ethyl ester C(C)OC(=O)C1CCN(CC1)C1=NC(=C(N=C1)I)CCCOC